COC(=O)C1=NC(=CC=C1Cl)C1=C(C(=C(C=C1)Cl)N(C)C)F 3-chloro-6-(4-chloro-3-dimethylamino-2-fluoro-phenyl)-pyridine-2-carboxylic acid methyl ester